4-(2-(4-(4-methylpiperazine-1-carbonyl)phenyl)imidazo[2,1-b][1,3,4]thiadiazol-5-yl)benzonitrile CN1CCN(CC1)C(=O)C1=CC=C(C=C1)C1=NN2C(S1)=NC=C2C2=CC=C(C#N)C=C2